5-(t-butyloxycarbonyl-amino)-3-oxapentanoic acid C(C)(C)(C)OC(=O)NCCOCC(=O)O